3,3-Bis-(4-hydroxyphenyl)-pentan OC1=CC=C(C=C1)C(CC)(CC)C1=CC=C(C=C1)O